((5S)-5-methyl-2-(1'-(oxetane-3-yl)-3H-spiro[benzofuran-2,4'-piperidin]-5-yl)piperidin-1-yl)methanone C[C@H]1CCC(N(C1)C=O)C=1C=CC2=C(CC3(CCN(CC3)C3COC3)O2)C1